2-(5-chloropyrazin-2-yl)oxyacetic acid ClC=1N=CC(=NC1)OCC(=O)O